4-(aminomethyl)-3-fluorobenzoic acid methyl ester COC(C1=CC(=C(C=C1)CN)F)=O